Manganese-Sodium Phosphorus [P].[Na].[Mn]